7-((Cis)-4-(4-amino-5-(4-phenoxyphenyl)-7H-pyrrolo[2,3-d]pyrimidin-7-yl)cyclohexyl)-2,7-diazaspiro[4.4]nonane-2-carboxylic acid tert-butyl ester C(C)(C)(C)OC(=O)N1CC2(CC1)CN(CC2)[C@@H]2CC[C@@H](CC2)N2C=C(C1=C2N=CN=C1N)C1=CC=C(C=C1)OC1=CC=CC=C1